[6-(3-cyclopropyl-1,2,4-triazol-1-yl)-2-azaspiro[3.3]heptan-2-yl]-[6-[[7-(trifluoromethyl)pyrazolo[1,5-a]pyrimidin-3-yl]methyl]-2-azaspiro[3.3]heptan-2-yl]methanone C1(CC1)C1=NN(C=N1)C1CC2(CN(C2)C(=O)N2CC3(C2)CC(C3)CC=3C=NN2C3N=CC=C2C(F)(F)F)C1